5-(2,6-dichloro-4-nitrophenoxy)-2-methoxypyridine ClC1=C(OC=2C=CC(=NC2)OC)C(=CC(=C1)[N+](=O)[O-])Cl